ClC1=CC(=C(C(=O)N2C[C@H](N(CC2)C2=C(C(=O)NC[C@H]3NCCC3)C=C(C=C2)C=2C(=NC=CC2)OCC)CC)C=C1)C(F)(F)F 2-[(2R)-4-[4-chloro-2-(trifluoromethyl)benzoyl]-2-ethylpiperazin-1-yl]-5-(2-ethoxypyridin-3-yl)-N-{[(2S)-pyrrolidin-2-yl]methyl}benzamide